C(CC(O)(C(=O)OCCCCCCCCCCC)CC(=O)OCCCCCCCCCCC)(=O)OCCCCCCCCCCC tri-undecyl citrate